[(3S)-3-Ethynylpyrrolidin-3-yl]-4-[3-[2-(cyclopropoxy)-3-pyridyl]pyrazolo[1,5-a]pyrimidin-5-yl]piperazine-1-carboxylate C(#C)[C@@]1(CNCC1)OC(=O)N1CCN(CC1)C1=NC=2N(C=C1)N=CC2C=2C(=NC=CC2)OC2CC2